O1CCC(CC1)CCNC(=O)C1=CC2=C(N=CN2)C=C1 benzoimidazole-5-carboxylic acid [2-(tetrahydro-pyran-4-yl)-ethyl]-amide